NC1=CC(=C(N=N1)Cl)CN1C(N[C@@H](C1)C(F)(F)F)=O (4S)-1-[(6-amino-3-chloro-pyridazin-4-yl)methyl]-4-(trifluoromethyl)imidazolidin-2-one